2-isopropyl-4-(methylsulfanyl)pyridine C(C)(C)C1=NC=CC(=C1)SC